BrC=1C(=CC(=C(C(=O)O)C1)NC1=C(C=C(C=C1)F)C)F 5-bromo-4-fluoro-2-((4-fluoro-2-methylphenyl)-amino)benzoic acid